[N+](=O)([O-])/C=C/C1=CC=C(C=C1)O (E)-4-(2-nitrovinyl)phenol